NC=1C=C(C=C(C1)C(F)(F)F)[C@@H](C)NC(=O)C1=NN(C(C=C1N(C(OC(C)(C)C)=O)C)=O)C1=C(C=CC=C1)F.C1(=CC=CC=C1)C(=C)O[Si](C)(C)C 1-phenyl-1-(trimethylsiloxy) ethylene tert-butyl N-[3-[[(1R)-1-[3-amino-5-(trifluoromethyl)phenyl]ethyl]carbamoyl]-1-(2-fluorophenyl)-6-oxo-pyridazin-4-yl]-N-methyl-carbamate